CC1=C(C=C(C=C1)C(F)(F)F)NC1=NC=C(C(=N1)NC1=C2CCNC(C2=CC=C1)=O)C(=O)N 2-{[2-methyl-5-(trifluoromethyl)phenyl]amino}-4-[(1-oxo-1,2,3,4-tetrahydroisoquinolin-5-yl)amino]pyrimidine-5-carboxamide